Tert-butyl-(dimethyl)((cis-3-((2,4,6-trifluorobenzyl)oxy)cyclobutyl)oxy)silane C(C)(C)(C)[Si](O[C@@H]1C[C@@H](C1)OCC1=C(C=C(C=C1F)F)F)(C)C